3-((4-(4-((6-carbamoyl-3-hydroxy-1,2,4-triazin-5-yl)amino)-2-fluorophenyl)piperidin-1-yl)methyl)pyrrolidine-1-carboxylic acid tert-butyl ester C(C)(C)(C)OC(=O)N1CC(CC1)CN1CCC(CC1)C1=C(C=C(C=C1)NC=1N=C(N=NC1C(N)=O)O)F